Cl.ClC=1C(=NC(=NC1)N[C@H]1CNCCC1)NC1=C(C=CC=C1)P(C)C (R)-(2-((5-chloro-2-(piperidin-3-ylamino)pyrimidin-4-yl)amino)phenyl)dimethylphosphine hydrochloride